C(C)(C)(C)OC(=O)N1[C@H]2CN(C[C@@H]1CC2)C2=NC(=NC1=C(C(=C(C=C21)F)C2=CC(=CC1=CC=C(C(=C21)CC)F)OCOC)F)SC (1R,5S)-3-(7-(8-ethyl-7-fluoro-3-(methoxymethoxy)naphthalen-1-yl)-6,8-difluoro-2-(methylthio)quinazolin-4-yl)-3,8-diazabicyclo[3.2.1]Octane-8-carboxylic acid tert-butyl ester